2-(4-(((R)-pyrrolidin-3-yl)oxy)butyl)-1,2,3,4-tetrahydro-1,8-naphthyridin N1C[C@@H](CC1)OCCCCC1NC2=NC=CC=C2CC1